1-(1-octyl)-3-butylimidazolium C(CCCCCCC)N1C=[N+](C=C1)CCCC